methyl (S)-3-(8-bromo-6-(2-fluorophenyl)-1-(ethylthio)-4H-benzo[f][1,2,4]triazolo[4,3-a][1,4]diazepin-4-yl)propionate BrC=1C=CC2=C(C(=N[C@H](C=3N2C(=NN3)SCC)CCC(=O)OC)C3=C(C=CC=C3)F)C1